NC1=C(C=C(C=N1)NC(C(=O)N1[C@H](CC[C@@H](C1)C)C=1C=C2C=NNC2=CC1)=O)C1CC1 N-(6-amino-5-cyclopropyl-3-pyridyl)-2-[(2R,5S)-2-(1H-indazol-5-yl)-5-methyl-1-piperidyl]-2-oxo-acetamide